N-((R)-1-(3-amino-5-(trifluoromethyl)phenyl)ethyl)-4-methyl-7-(((S)-tetrahydrofurane-3-yl)oxy)phthalazin-1-amine NC=1C=C(C=C(C1)C(F)(F)F)[C@@H](C)NC1=NN=C(C2=CC=C(C=C12)O[C@@H]1COCC1)C